C(C)(C)(C)OC(N(CCO)CCO)=O di(2-hydroxyethyl)carbamic acid tert-butyl ester